C(C1=CC=CC=C1)N1CC(CCC1)C1=CC=NC=2N1N=C(C2)C=2C=NC=NC2 7-(1-Benzylpiperidin-3-yl)-2-(pyrimidin-5-yl)pyrazolo[1,5-a]pyrimidine